1-[2-cyano-4-(trifluoromethyl)phenyl]-4-[6-(1-methyl-1H-pyrazol-5-yl)pyridin-3-yl]-N-[(3R)-1-methylpyrrolidin-3-yl]piperidine-4-carboxamide C(#N)C1=C(C=CC(=C1)C(F)(F)F)N1CCC(CC1)(C(=O)N[C@H]1CN(CC1)C)C=1C=NC(=CC1)C1=CC=NN1C